tetraethylene glycol perfluoropropyl ether FC(C(C(F)(F)F)(F)F)(F)OCCOCCOCCOCCO